benzyl (S)-4-(4-(4-(3-cyano-4-methoxypyrazolo[1,5-a]pyridin-6-yl)-1H-pyrazol-1-yl)piperidine-1-carbonyl)-2-(cyanomethyl)piperazine-1-carboxylate C(#N)C=1C=NN2C1C(=CC(=C2)C=2C=NN(C2)C2CCN(CC2)C(=O)N2C[C@@H](N(CC2)C(=O)OCC2=CC=CC=C2)CC#N)OC